C(C)(C)(C)C1=C(CC2=CC=CC=C2)C=C(C(=C1)O)C(C)(C)C (2,5'-di-tert-butyl-4-hydroxybenzyl)benzene